C(C)N1N=C(C=C1)[S@@](=O)(N)=NC(NC1=C2CCCC2=CC=2CCCC12)=O |o1:7| (R) or (S)-1-ethyl-N'-((1,2,3,5,6,7-hexahydro-s-indacen-4-yl)carbamoyl)-1H-pyrazole-3-sulfonimidamide